COCCO[C@@H]1CC[C@H](CC1)NC1=NN2C(C=N1)=C(C=C2)C=2C=C1C(=NC=NC1=CC2)OC N-(trans-4-(2-methoxyethoxy)cyclohexyl)-5-(4-methoxyquinazolin-6-yl)pyrrolo[2,1-f][1,2,4]triazin-2-amine